ethyl 2-(hydroxymethyl)cyclopropanecarboxylate OCC1C(C1)C(=O)OCC